C1(=C(C=CC=C1)NC1=CC=C(C=C1)NC1=CC=CC=C1)C(C)C N-cumenyl-N'-phenyl-p-phenylenediamine